O1[C@@H](C1)CN1[C@@H]2CO[C@H](C1)C2 (1S,4S)-5-((R)-oxiran-2-ylmethyl)-2-oxa-5-azabicyclo[2.2.1]heptane